FC=1C=C2CN(CC2=CC1)C(=O)NC1=CC=C(C=C1)C=1CCN(CC1)S(=O)(=O)N(C(OC(C)(C)C)=O)C tert-butyl ((4-(4-(5-fluoroisoindoline-2-carboxamido)phenyl)-3,6-dihydropyridin-1(2H)-yl)sulfonyl)(methyl)carbamate